1-chloro-3-methylpyrido[3,4-d]pyridazin-4(3H)-one ClC=1C2=C(C(N(N1)C)=O)C=NC=C2